1-phenyl-2,2-bis(o-tolylselanyl)ethan-1-one C1(=CC=CC=C1)C(C([Se]C1=C(C=CC=C1)C)[Se]C1=C(C=CC=C1)C)=O